1-(1-((tert-Butyldimethylsilyl)oxy)-1-phenylethyl)-4-(4,4,5,5-tetramethyl-1,3,2-dioxaborolan-2-yl)-1H-pyrazole [Si](C)(C)(C(C)(C)C)OC(C)(C1=CC=CC=C1)N1N=CC(=C1)B1OC(C(O1)(C)C)(C)C